3-[7-Chloro-5-fluoro-2-(trifluoromethyl)-1H-benzimidazol-4-yl]-1-methyl-6-(trifluoromethyl)-1H-pyrimidine ClC1=CC(=C(C2=C1NC(=N2)C(F)(F)F)N2CN(C(=CC2)C(F)(F)F)C)F